ON=C(N)C=1C=NC=C(C1)C N'-hydroxy-5-methyl-pyridine-3-carboxamidine